(S)-N-(Tetrahydrofuran-3-yl)-5,6,7,8-tetrahydro-1,6-naphthyridin-4-amine O1C[C@H](CC1)NC1=CC=NC=2CCNCC12